2-(4-((diphenylmethylene)amino)phenyl)-2-methylpropionitrile C1(=CC=CC=C1)C(C1=CC=CC=C1)=NC1=CC=C(C=C1)C(C#N)(C)C